gulose 6-phosphate P(=O)(O)(O)OC[C@H]([C@@H]([C@H]([C@H](C=O)O)O)O)O